2-[1-cyclobutyl-6-(2-oxopyrrolidin-1-yl)-1H-1,3-benzodiazol-2-yl]-5-ethoxy-1-methyl-6-oxo-1,6-dihydropyrimidine-4-carboxylic acid C1(CCC1)N1C(=NC2=C1C=C(C=C2)N2C(CCC2)=O)C=2N(C(C(=C(N2)C(=O)O)OCC)=O)C